(5-((2R,3S,5R)-3-(3,4-difluoro-2-methoxyphenyl)-5-methyl-5-(trifluoromethyl)tetrahydrothiophene-2-carboxamido)-2-fluorophenyl)boric acid FC=1C(=C(C=CC1F)[C@H]1[C@@H](S[C@](C1)(C(F)(F)F)C)C(=O)NC=1C=CC(=C(C1)OB(O)O)F)OC